8-(2-fluoro-4-methoxyphenyl)-9-(4-((1-(3-fluoropropyl)azetidin-3-yl)methyl)phenyl)-6,7-dihydro-5H-benzo[7]annulene-3-carboxylic acid FC1=C(C=CC(=C1)OC)C=1CCCC2=C(C1C1=CC=C(C=C1)CC1CN(C1)CCCF)C=CC(=C2)C(=O)O